iron (III) tetraphenylmethane C1(=CC=CC=C1)C(C1=CC=CC=C1)(C1=CC=CC=C1)C1=CC=CC=C1.[Fe+3]